iodo-2,3-dihydro-[1,4]dioxino[2,3-B]pyridine IC1OC=2C(=NC=CC2)OC1